NC=1C=C(C=C(C1)Br)NC(=O)C=1SC=C(C1)C1=NC=CC=C1 N-(3-amino-5-bromophenyl)-4-(pyridin-2-yl)thiophene-2-carboxamide